isopropyl (6-{[4-(pyrazol-1-yl)benzyl](pyridin-3-ylsulfonyl)aminomethyl} pyridin-2-ylamino)acetate N1(N=CC=C1)C1=CC=C(CC(C2=CC=CC(=N2)NCC(=O)OC(C)C)NS(=O)(=O)C=2C=NC=CC2)C=C1